1,5-bis(imidazole-1-yl)pentane [(1S)-1-[(2S,4R,5R)-5-(5-amino-2-oxo-thiazolo[4,5-d]pyrimidin-3-yl)-4-hydroxy-tetrahydrofuran-2-yl]propyl]Acetate ortho-phenylphenyl-methacrylate C1(=CC=CC=C1)C1=C(C=CC=C1)OC(C(=C)C)=O.NC=1N=CC2=C(N1)N(C(S2)=O)[C@H]2[C@@H](C[C@H](O2)[C@H](CC)OC(C)=O)O.N2(C=NC=C2)CCCCCN2C=NC=C2